3-(4-(4-(2-(Piperidin-4-yl)ethyl)piperazin-1-yl)phenyl)piperidine-2,6-dione N1CCC(CC1)CCN1CCN(CC1)C1=CC=C(C=C1)C1C(NC(CC1)=O)=O